(2-methyl-4-phenyloxazol-5-yl)methanone CC=1OC(=C(N1)C1=CC=CC=C1)C=O